ClC=1C=C(C=C2CN(C(C12)=O)C(C)C)C1=CC(=NO1)C(=O)N1CCOCC1 7-Chloro-2-isopropyl-5-[3-(morpholine-4-carbonyl)-isoxazol-5-yl]-2,3-dihydro-isoindol-1-one